C(C)(C)(C)OC(=O)N1CC(C(C2=CC(=CC=C12)OC)(C)C)C(F)(F)F 1-(tert-butoxycarbonyl)-3-(trifluoromethyl)-4,4-dimethyl-6-methoxy-1,2,3,4-tetrahydroquinoline